FC1=C(C(=CC=C1)OC)C=1C=CC2=C(N(N=C2C1)C)C1=CC=C(C=C1)NC(C=C)=O N-(4-(6-(2-fluoro-6-methoxyphenyl)-2-methyl-2H-indazol-3-yl)phenyl)acrylamide